1-nitro-N-(3-piperidin-1-ylpropyl)acridin-9-amine [N+](=O)([O-])C1=CC=CC2=NC3=CC=CC=C3C(=C12)NCCCN1CCCCC1